1-cyano-N-(3-cyano-4-(6-(6-((6-methoxypyridin-3-yl)methyl)-3,6-Diazabicyclo[3.1.1]heptan-3-yl)pyridin-3-yl)pyrazolo[1,5-a]pyridin-6-yl)cyclopropane-1-carboxamide C(#N)C1(CC1)C(=O)NC=1C=C(C=2N(C1)N=CC2C#N)C=2C=NC(=CC2)N2CC1N(C(C2)C1)CC=1C=NC(=CC1)OC